CC(C(=O)O)CC.CC(C(=O)O)CC 2-methyl-butanoic acid, 2-methyl-butanoic acid salt